FC=1C=C(C#N)C=C(C1)[C@H]1N(OCC1)C(=O)[C@@H]1CC[C@H](CC1)CC=1N=NC(=CC1)C trans-3-fluoro-5-[(3S)-2-[4-[(6-methylpyridazin-3-yl)methyl]cyclohexanecarbonyl]isoxazolidin-3-yl]benzonitrile